2-[1-[2-[1-[4-[(2,6-dioxo-3-piperidyl)amino]phenyl]-4-hydroxy-4-piperidyl]acetyl]-4-piperidyl]-6-isopropoxy-N-[6-(trifluoromethyl)-2-pyridinyl]indazole-5-carboxamide O=C1NC(CCC1NC1=CC=C(C=C1)N1CCC(CC1)(O)CC(=O)N1CCC(CC1)N1N=C2C=C(C(=CC2=C1)C(=O)NC1=NC(=CC=C1)C(F)(F)F)OC(C)C)=O